C(CCC)C1=CC=CC(=N1)NC1=C(N=NN1C)C1=CC=C(C=N1)OC1(CCCCC1)C(=O)O (6-(5-((6-butylpyridin-2-yl)amino)-1-methyl-1H-1,2,3-triazol-4-yl)pyridin-3-yl)oxylcyclohexane-1-carboxylic acid